C(C1=CC=CC=C1)OC1=C(C=C(C=C1)O)F 4-(benzyloxy)-3-fluorophenol